BrC1=CC(=C(S1)C(=O)OC)NC(=O)OC1=CC=C(C=C1)[N+](=O)[O-] methyl 5-bromo-3-[(4-nitrophenoxy)carbonylamino]thiophene-2-carboxylate